FC(F)(F)C1=BOC2=C1C=CC=C2 trifluoromethyl-benzoxaborole